2-(1-(pyrimidin-2-yl)1H-1,2,4-triazol-5-yl)propionitrile N1=C(N=CC=C1)N1N=CN=C1C(C#N)C